C(C)(C)(C)C=1C=C(C(=C(C=O)C1)O)C(CN)=O 5-tertiary butyl-aminoacetyl-2-hydroxybenzaldehyde